FC=1C=C(N)C=C(C1OC1=C2C(=NC=C1)N(C=C2C=2CCN(CC2)C)COCC[Si](C)(C)C)F 3,5-difluoro-4-{[3-(1-methyl-1,2,3,6-tetrahydropyridin-4-yl)-1-{[2-(trimethylsilyl)ethoxy]methyl}-1H-pyrrolo[2,3-b]pyridin-4-yl]oxy}aniline